NC=1C=C(C=CC1)N1C(C(=CC2=C1N=C(N=C2)NC=2C=NC(=CC2)N2CCOCC2)CC2=CC=CC=C2)=O 8-(3-aminophenyl)-6-benzyl-2-((6-morpholinopyridin-3-yl)amino)pyrido[2,3-d]pyrimidin-7(8H)-one